Cl.CC1=NN=C(C2=CC(=CC=C12)N1C(C2(CC1)CCNCC2)=O)N[C@H](C)C2=C(C(=CC=C2)C(F)(F)F)C (R)-2-(1-methyl-4-((1-(2-methyl-3-(trifluoromethyl)phenyl)ethyl)amino)phthalazin-6-yl)-2,8-diazaspiro[4.5]decan-1-one hydrochloride salt